Tert-butyl({[(2E,6E)-8-{[(2E)-3,7-dimethylocta-2,6-dien-1-yl]oxy}-3,7-dimethylocta-2,6-dien-1-yl]oxy})diphenylsilane C(C)(C)(C)[Si](C1=CC=CC=C1)(C1=CC=CC=C1)OC\C=C(\CC\C=C(\COC\C=C(\CCC=C(C)C)/C)/C)/C